COCCOCCN1C=[N+](C=C1)C 1-[2-(2-methoxyethoxy)-ethyl]-3-methylimidazolium